CN1C(CC(CC1(C)C)OCCC[Si](OC)(OC)OC)(C)C 1,2,2,6,6-pentamethyl-4-[3-(trimethoxysilyl)propoxy]-Piperidine